2,5-diethylpiperazine C(C)C1NCC(NC1)CC